ClC1=C(C=CC=C1Cl)N1CCN(CC1)C(CC1CCC(CC1)=O)=C=O 4-(2-(4-(2,3-dichlorophenyl)piperazin-1-yl)-2-carbonyl-ethyl)cyclohexane-1-one